5-(2,5-dihydroxy-3-sulfobenzamido)-2-hydroxybenzoic acid OC1=C(C(=O)NC=2C=CC(=C(C(=O)O)C2)O)C=C(C=C1S(=O)(=O)O)O